ClC1=NC=C(C2=CC=C(C=C12)O[C@@H](C(=O)O)C)C1=C(C=CC=C1)C (R)-2-((1-chloro-4-(o-tolyl)isoquinolin-7-yl)oxy)propanoic acid